(cyclopentadienyl)(ethylcyclopentadienyl)magnesium C1(C=CC=C1)[Mg]C1(C=CC=C1)CC